OSO Oxylsulfid